NC1=C(C2=C(C(N1C1=C3C=NNC3=CC=C1Cl)=O)C(=C(S2)C2CC2)C)C(=O)N (R)-6-amino-5-(5-chloro-1H-indazol-4-yl)-2-cyclopropyl-3-methyl-4-oxo-4,5-dihydrothieno[3,2-c]pyridine-7-carboxamide